C(C)OC(C(C)(C)OC1=C(C=C(C=C1C)CN1CCN(CC1)CC1=CC=C(C=C1)C#N)C)=O 2-(4-((4-(4-cyanobenzyl)piperazin-1-yl)methyl)-2,6-dimethylphenoxy)-2-methylpropionic acid ethyl ester